6-ethyl-3-((3-methoxy-4-(4-(4-methylpiperazin-1-yl)piperidin-1-yl)phenyl)amino)-5-((tetrahydro-2H-pyran-4-yl)amino)pyrazine-2-carboxamide C(C)C1=C(N=C(C(=N1)C(=O)N)NC1=CC(=C(C=C1)N1CCC(CC1)N1CCN(CC1)C)OC)NC1CCOCC1